FC1(CCN(CCC1)C1=C(C(=O)NC=2C=C(C=CC2)[S@@](=O)(C)=NC(OC(C)(C)C)=O)C(=C(C=N1)C1=CC=CC=C1)C)F tert-butyl (S)-((3-(2-(4,4-difluoroazepan-1-yl)-4-methyl-5-phenylnicotinamido)phenyl)(methyl)(oxo)-λ6-sulfaneylidene)carbamate